1-(2-Hydroxy-4,6-dimethoxyphenyl)-3-phenylprop-2-en OC1=C(C(=CC(=C1)OC)OC)CC=CC1=CC=CC=C1